(((tetrahydro-2H-pyran-2-yl)oxy)methyl)-4,5,6,7-tetrahydropyrazolo[1,5-a]pyrazine O1C(CCCC1)OCC1=NN2C(CNCC2)=C1